FC1=C(C(=O)O)C=CC(=C1OC)F 2,4-difluoro-3-methoxybenzoic acid